FC(C1=CC(=NC(=C1)C(F)(F)F)N1[C@H](CCC1)C(=O)N(C)C1=CC=C(C=C1)F)(F)F (R)-1-(4,6-bis(trifluoromethyl)-pyridin-2-yl)-N-(4-fluorophenyl)-N-methylpyrrolidine-2-carboxamide